1-(2-(((tert-butyldimethylsilyl)oxy)methyl)-6-cyclopropylimidazo[1,2-a]pyridin-8-yl)-3-(oxetan-3-yl)imidazolidine-2,4-dione [Si](C)(C)(C(C)(C)C)OCC=1N=C2N(C=C(C=C2N2C(N(C(C2)=O)C2COC2)=O)C2CC2)C1